COC1OC(CC1C=O)(C)OC TETRAHYDRO-2,5-DIMETHOXY-5-METHYLFURAN-3-CARBALDEHYDE